methyl 3-[(tert-butoxycarbonyl) (methyl) amino]-1-methylindazole-6-carboxylate C(C)(C)(C)OC(=O)N(C1=NN(C2=CC(=CC=C12)C(=O)OC)C)C